potassium acrylate salt C(C=C)(=O)[O-].[K+]